(R,E)-N-((6-chloro-5-fluoropyridin-3-yl)methylene)-2-methylpropane-2-sulfinamide ClC1=C(C=C(C=N1)\C=N\[S@](=O)C(C)(C)C)F